ClC1=CN=C(C(=N1)N)C#CC1=NC(=CC=C1)OCC 6-chloro-3-((6-ethoxypyridin-2-yl)ethynyl)pyrazin-2-amine